C(C1=CC=CC=C1)C1=C(SC=2N3C([C@@H](OCC21)C)=NN=C3C)C#CC=3C=NN(C3)CCCCCC3=C2CN(C(C2=CC=C3)=O)C3C(NC(CC3)=O)=O 3-(4-(5-(4-(((S)-3-benzyl-6,9-dimethyl-4H,6H-thieno[2,3-e][1,2,4]triazolo[3,4-c][1,4]oxazepin-2-yl)ethynyl)-1H-pyrazol-1-yl)pentyl)-1-oxoisoindolin-2-yl)piperidine-2,6-dione